NCCC[N+](CCCS(=O)(=O)[O-])(C)C 3-((3-aminopropyl)-dimethylammonio)propane-1-sulfonate